4-(2-(6-(4-chlorophenyl)-1,1-dioxido-1,2,6-thiadiazinan-2-yl)propanamido)adamantane-1-carboxamide ClC1=CC=C(C=C1)N1CCCN(S1(=O)=O)C(C(=O)NC1C2CC3(CC(CC1C3)C2)C(=O)N)C